C(C)(C)OC=1C=C(C=C(C1)OCC1=NC2=CC=CC=C2C=C1)CO (3-isopropoxy-5-(quinolin-2-ylmethoxy)phenyl)methanol